1-((2R,3R,4R,5R)-3-fluoro-4-hydroxy-5-(hydroxymethyl)tetrahydrofuran-2-yl)pyrimidine-2,4(1H,3H)-dione F[C@H]1[C@@H](O[C@@H]([C@H]1O)CO)N1C(NC(C=C1)=O)=O